tetraphenol compound with phosphorochloridite P(O)(O)Cl.C1(=CC=CC=C1)O.C1(=CC=CC=C1)O.C1(=CC=CC=C1)O.C1(=CC=CC=C1)O